ClC=1C(N(C(=CC1OC([2H])([2H])C1=NC=C(C=C1F)F)C)C1=C(C(=NC=C1C)C=1[N+](=C(C=CC1)C(C)(C)O)[O-])F)=O 4'-{3-chloro-4-[(3,5-difluoropyridin-2-yl) (2H2)methoxy]-6-methyl-2-oxopyridin-1-yl}-3'-fluoro-6-(2-hydroxypropan-2-yl)-5'-methyl-[2,2'-bipyridin]-1-ium-1-olate